methyl (2S)-2-[(2S)-2-amino-3-phenylpropanamido]-4-methylpentanoate N[C@H](C(=O)N[C@H](C(=O)OC)CC(C)C)CC1=CC=CC=C1